FC=1C=C(CCOC=2C(=C3N(C(N2)=O)CC24N3CC(C2)C4)OC)C=CC1OC1=CC(=NC=C1)C(F)(F)F 3-(3-fluoro-4-((2-(trifluoromethyl)pyridin-4-yl)oxy)phenethoxy)-4-methoxy-7,8-dihydro-1H,6H,9H-7,8a-methanopyrrolo[1',2':3,4]imidazo[1,2-c]pyrimidin-1-one